ClC1=C(C=C2C(C(=CN(C2=C1)C1CC1)C(=O)NC1CCN(CC1)C(=O)OC(C)(C)C)=O)F tert-butyl 4-(7-chloro-1-cyclopropyl-6-fluoro-4-oxo-1,4-dihydroquinoline-3-carboxamido)piperidine-1-carboxylate